NC(=C(C)C)C(=O)O 2,3-Didehydrovaline